hexamethylenebis[3-(3,5-di-tert-butyl-4-hydroxyphenyl)propionate] C(C)(C)(C)C=1C=C(C=C(C1O)C(C)(C)C)CC(C(=O)[O-])CCCCCCC(C(=O)[O-])CC1=CC(=C(C(=C1)C(C)(C)C)O)C(C)(C)C